C(C1=CC=CC=C1)NS(=O)(=O)C1=CC(=CC=C1)C=1C=CC=2N=CN=C(C2N1)N1CCOCC1 N-benzyl-3-[4-(morpholin-4-yl)pyrido[3,2-d]pyrimidin-6-yl]benzene-1-sulfonamide